(R)-3-((1-(1H-indol-3-yl)propan-2-yl)amino)bicyclo[1.1.1]Pentane-1-carboxylic acid methyl ester COC(=O)C12CC(C1)(C2)N[C@@H](CC2=CNC1=CC=CC=C21)C